5-Methyl-2-(4-nitrophenyl)-1H-Pyrazole-3(2H)-one CC1=CC(N(N1)C1=CC=C(C=C1)[N+](=O)[O-])=O